Cl.COC=1C=C(C(=O)OC)C=CC1NCC#CC=1N(C2=CC=CC(=C2C1)NC1CCNCC1)CC(F)(F)F methyl 3-methoxy-4-((3-(4-(piperidin-4-ylamino)-1-(2,2,2-trifluoroethyl)-1H-indol-2-yl)prop-2-yn-1-yl)amino)benzoate hydrochloride